4-(4-chloro-3-methylphenyl)-3,3-difluoropiperidine ClC1=C(C=C(C=C1)C1C(CNCC1)(F)F)C